C=CC=CC=C 1,3,5-Hexatrien